COC(C1=C(C=C(C=C1)NC(=O)C1C2CC=3C(=CNC(C3)=O)C1CC2)Cl)=O 2-chloro-4-(3-oxo-3,5,6,7,8,9-hexahydro-2H-6,9-methano-cyclohepta[c]pyridine-10-carboxamido)benzoic acid methyl ester